methyl 6-amino-3-bromopicolinate NC1=CC=C(C(=N1)C(=O)OC)Br